(R)-2-phenyl-3-methyl-5-(3,4-dimethoxyphenyl)imidazole C1(=CC=CC=C1)C1=NC(=CN1C)C1=CC(=C(C=C1)OC)OC